5-benzyl-2-methoxyphenol C(C1=CC=CC=C1)C=1C=CC(=C(C1)O)OC